N-ethyl-9-methoxy-3,3-dimethyl-8-(3-(pyrrolidin-1-yl)propoxy)-3,4-dihydro-1H-pyrano[4,3-c]quinolin-5-amine C(C)NC1=NC=2C=C(C(=CC2C2=C1CC(OC2)(C)C)OC)OCCCN2CCCC2